OC1=C(C=C(C=C1O)S(=O)(=O)O)S(=O)(=O)O 4,5-dihydroxy-1,3-benzenedisulphonic acid